1-o-fluorophenyl-3,4,6-tribenzyloxy-D-glucal FC1=C(C=CC=C1)C=1O[C@@H]([C@]([C@@](C1)(O)OCC1=CC=CC=C1)(O)OCC1=CC=CC=C1)C(O)OCC1=CC=CC=C1